trans-3,5-difluoro-cinnamic acid FC=1C=C(/C=C/C(=O)O)C=C(C1)F